(3R,4R)-1-(1-(2-chloro-4-fluorobenzyl)-5,6-difluoro-1H-benzimidazol-2-yl)-4-fluoro-3-piperidinamine ClC1=C(CN2C(=NC3=C2C=C(C(=C3)F)F)N3C[C@H]([C@@H](CC3)F)N)C=CC(=C1)F